FC1=C(C(=CC=C1)F)C=1NC2=C(C3=C(N1)C(=NN3)C)C=C(N=C2C)N2CCN(CC2)S(=O)(=O)C 5-(2,6-difluorophenyl)-3,7-dimethyl-9-(4-(methylsulfonyl)piperazin-1-yl)-1,6-dihydropyrazolo[4,3-d]pyrido[4,3-f][1,3]diazepine